C[N].[N] nitrogen methyl-nitrogen